CC1(CNC(C2=CC(=CC=C12)NC1=CN=NC=C1)=O)C 4,4-dimethyl-7-(pyridazin-4-ylamino)-3,4-dihydroisoquinolin-1(2H)-one